2-(2,6-dioxopiperidin-3-yl)-5-(((R)-pyrrolidin-3-yl)oxy)isoindoline-1,3-dione O=C1NC(CCC1N1C(C2=CC=C(C=C2C1=O)O[C@H]1CNCC1)=O)=O